(E)-(2-fluorostyryl)(imino)(pyridin-2-yl)-lambda6-sulfanone FC1=C(/C=C/S(=O)(C2=NC=CC=C2)=N)C=CC=C1